2-phenyl-N-((1s,3s)-3-(6-((4-(1-(piperidin-4-ylmethyl)piperidin-4-yl)phenyl)amino)-9H-purin-9-yl)cyclobutyl)acetamide hydrochloride Cl.C1(=CC=CC=C1)CC(=O)NC1CC(C1)N1C2=NC=NC(=C2N=C1)NC1=CC=C(C=C1)C1CCN(CC1)CC1CCNCC1